C(#N)C=1C=C(CNCCCCOCCNC2=NC3=C(C4=CN=CC=C24)C=CC(=C3)C(=O)N)C=CC1OC1CCC1 5-((2-(4-((3-cyano-4-cyclobutoxy-benzyl)amino)butoxy)ethyl)amino)benzo[c][2,6]naphthyridine-8-carboxamide